NC1=C(C=CC=C1)NC(C=C)=O N-(2-aminophenyl)acrylamide